ClCC(=O)N(CC1=CC=C(C=C1)F)C1=C(C=CC(=C1)OC)Cl 2-chloro-N-(2-chloro-5-methoxy-phenyl)-N-[(4-fluorophenyl)methyl]acetamide